N-(3-(N-hydroxycarbamimidoyl)phenyl)acetamide ONC(=N)C=1C=C(C=CC1)NC(C)=O